N[C@@H]1CC=CC[C@H]1C1=C(C=2N=C(N=C(C2N1C(F)F)NCC=1OC=CC1)Cl)C 6-((1R,6R)-6-aminocyclohex-3-en-1-yl)-2-chloro-5-(difluoromethyl)-N-(furan-2-ylmethyl)-7-methyl-5H-pyrrolo[3,2-d]pyrimidin-4-amine